[Si](C)(C)(C(C)(C)C)OCC1=NN2C(C(N(CC2)C2=C(C=C(C=C2)C=2N=CC3=C(N2)C=CC(=N3)C(F)(F)F)C)=O)=C1C 2-(((tert-butyldimethylsilyl)oxy)methyl)-3-methyl-5-(2-methyl-4-(6-(trifluoromethyl)pyrido[3,2-d]pyrimidin-2-yl)phenyl)-6,7-dihydropyrazolo[1,5-a]pyrazin-4(5H)-one